FCC(C(=O)O)(C)CF 3-Fluoro-2-(fluoromethyl)-2-methylpropanoic acid